2-methyl-2-prop-2-enyl-4,4,6,6-tetrakis(2,2,2-trifluoroethoxy)-1,3,5-triaza-2λ5,4λ5,6λ5-triphosphacyclohexa-1,3,5-triene CP1(=NP(=NP(=N1)(OCC(F)(F)F)OCC(F)(F)F)(OCC(F)(F)F)OCC(F)(F)F)CC=C